tert-butyl 1,6-diazaspiro[3.4]octane-1-carboxylate hemioxalate C(C(=O)O)(=O)O.N1(CCC12CNCC2)C(=O)OC(C)(C)C.C(C)(C)(C)OC(=O)N2CCC21CNCC1